NC1=NC=NN2C1=C(C=C2C=2C(=C(C(=O)N[C@@H]1CN(C[C@@H]1F)C(=O)C1C(C1)(F)F)C(=CC2)C)F)C(F)(F)F 3-[4-amino-5-(trifluoromethyl)pyrrolo[2,1-f][1,2,4]triazin-7-yl]-N-[(3R,4S)-1-(2,2-difluorocyclopropanecarbonyl)-4-fluoropyrrolidin-3-yl]-2-fluoro-6-methylbenzamide